ClC1=C(C=C(C=C1)F)C1NC(C2=C1C(=CC1=C(N(N=C21)C)C(O)C2CC2)NC(C2=CC(=CC(=C2)F)C(F)(F)F)=O)=O N-[6-(2-chloro-5-fluorophenyl)-3-[cyclopropyl-(hydroxy)methyl]-2-methyl-8-oxo-7,8-dihydro-6H-pyrrolo[4,3-g]indazol-5-yl]-5-fluoro-3-(trifluoromethyl)benzamide